C=CC1C2=CC=CC=C2C1(C=C)O[Si]C3CC4=CC=CC=C34 divinylsiloxane-bis-benzocyclobutene